Cl.N1(CCNCC1)C1=C2C=CN(C2=CC=C1)C(C(C)C(F)(F)F)CC=1SC=CN1 4-(piperazin-1-yl)-1-(1,3-thiazol-2-ylmethyl)-2-(trifluoromethyl)propan-1-yl-1H-indole, hydrochloride salt